N-(2,3-dihydroxypropyl)-4-((3-(4-(((3S,4R)-3-fluoro-1-methylpiperidin-4-yl)amino)-1-(2,2,2-trifluoroethyl)-1H-indol-2-yl)prop-2-yn-1-yl)amino)-3-methoxybenzamide OC(CNC(C1=CC(=C(C=C1)NCC#CC=1N(C2=CC=CC(=C2C1)N[C@H]1[C@H](CN(CC1)C)F)CC(F)(F)F)OC)=O)CO